OC[C@H](CC=C)NC1=C(C=C(C(=O)OC)C=C1[N+](=O)[O-])[N+](=O)[O-] (S)-methyl 4-((1-hydroxypent-4-en-2-yl)amino)-3,5-dinitrobenzoate